COC[C@H](C(=O)O)OC1=CC=C2C(=CC(OC2=C1)=O)C1=C(C=CC=C1)C (R)-3-methoxy-2-((2-oxo-4-(o-tolyl)-2H-chromen-7-yl)oxy)propanoic acid